2-(1H-imidazol-1-yl)-N-((1r,4r)-4-methoxycyclohexyl)-6-(pyridin-4-yl)pyrimidine-4-carboxamide N1(C=NC=C1)C1=NC(=CC(=N1)C(=O)NC1CCC(CC1)OC)C1=CC=NC=C1